C1(CCCCC1)C(=C)C(CCC=C)=O 2-cyclohexyl-hepta-1,6-dien-3-one